(2R,3R,4R,5R)-4-[[3-(2-ethoxy-3,4-difluoro-phenyl)-4,5-dimethyl-5-(trifluoromethyl)tetrahydrofuran-2-carbonyl]amino]-1-oxo-pyridin-1-ium-2-carboxamide C(C)OC1=C(C=CC(=C1F)F)[C@@H]1C(O[C@]([C@@H]1C)(C(F)(F)F)C)C(=O)NC1=C[C@@H]([N+](C=C1)=O)C(=O)N